tert-butyl (3R,4R)-4-((1-(5-(tert-butoxy)-2-cyano-5-oxopentan-2-yl)-1H-indazol-5-yl)amino)-3-methylpiperidine-1-carboxylate C(C)(C)(C)OC(CCC(C)(C#N)N1N=CC2=CC(=CC=C12)N[C@H]1[C@@H](CN(CC1)C(=O)OC(C)(C)C)C)=O